C(N)(=O)C=1C(N(C2=CC=CC=C2C1N1CCC(CC1)OC1=CC=C(C(=O)OCC)C=C1)C)=O ethyl 4-{[1-(3-carbamoyl-1-methyl-2-oxo-1,2-dihydroquinolin-4-yl)piperidin-4-yl]oxy}benzoate